(7S)-9-(2,6-difluorophenyl)-N-ethyl-7-methyl-13,16-dioxa-18-thia-2,3,5,8-tetraazatetracyclo[8.8.0.02,6.011,17]octadeca-1(10),3,5,8,11(17)-pentaene-4-carboxamide FC1=C(C(=CC=C1)F)C1=N[C@H](C2=NC(=NN2C=2SC=3OCCOCC3C12)C(=O)NCC)C